5-(2,8-Dimethylimidazo[1,2-b]pyridazin-6-yl)-N-methyl-N-(2,2,6,6-tetramethylpiperidin-4-yl)[1,3]thiazolo[5,4-d]pyrimidin-2-amin CC=1N=C2N(N=C(C=C2C)C=2N=CC3=C(N2)SC(=N3)N(C3CC(NC(C3)(C)C)(C)C)C)C1